4-bromobutyric acid tridecyl ester C(CCCCCCCCCCCC)OC(CCCBr)=O